CN(C=1SC2=C(N1)OC(C(=C2)C(=O)O)=O)CC2=CC(=CC=C2)C(F)(F)F 2-(methyl(3-(trifluoromethyl)benzyl)amino)-5-oxo-5H-pyrano[2,3-d]thiazole-6-carboxylic acid